(S)-3-(3-fluorophenyl)pyrrolidine FC=1C=C(C=CC1)[C@H]1CNCC1